N(=C=S)CCOC 1-Isothiocyanato-2-methoxyethane